BrC=1N=C(C(=NC1C)NCC(=O)OC(C)(C)C)C(C(C(CC)=O)Br)=O tert-butyl (5-bromo-3-(2-bromo-3-oxopentanoyl)-6-methylpyrazin-2-yl)glycinate